(3S,4R)-3-fluoro-4-(methoxy-d3)piperidine-1-carboxylic acid tert-butyl ester C(C)(C)(C)OC(=O)N1C[C@@H]([C@@H](CC1)OC([2H])([2H])[2H])F